p-Benzoyl-phenylalanine C(C1=CC=CC=C1)(=O)C1=CC=C(C[C@H](N)C(=O)O)C=C1